C(#C)C=1SC=C(N1)C(=O)N(C1C(N(CC1)CC(F)(F)F)=O)C1=CC(=CC(=C1)C(F)(F)F)OC(C)C 2-Ethynyl-N-[3-isopropoxy-5-(trifluoromethyl)phenyl]-N-[2-oxo-1-(2,2,2-trifluoroethyl)pyrrolidin-3-yl]thiazole-4-carboxamide